NC=1N=C(SC1)C1=CC=CC=C1 aminophenyl-thiazole